FC1(CC2(C1)C[C@@H](N(CC2)CC2=C1C=CNC1=C(C=C2OC)C)C=2C=CC(=NC2NCC)C(=O)O)F (R)-5-(2,2-difluoro-7-((5-methoxy-7-methyl-1H-indol-4-yl)methyl)-7-azaspiro[3.5]nonan-6-yl)-6-(ethylamino)picolinic acid